FC(C)(F)C1(CCC1)C1=CC(=C2C=NC(=NN21)N[C@H]2[C@@H](COCC2)O)F (3S,4R)-4-({7-[1-(1,1-difluoroethyl)cyclobutyl]-5-fluoropyrrolo[2,1-f][1,2,4]triazin-2-yl}amino)oxan-3-ol